C1=CC2=C(C=C1Cl)C3=C(C2=O)C=CC(=C3)Cl 3,6-dichlorofluorenone